C1(CCCCC1)/C=C/CO (E)-3-cyclohexylprop-2-en-1-ol